C(C)(C)(C)OB(C1=C(C(=C(C(=C1F)F)F)F)F)C1=C(C(=C(C(=C1F)F)F)F)F tert-butoxybis(perfluorophenyl)borane